C(C1=CC=CC=C1)[C@@H](C(NCCNC(OCC1=CC=CC=C1)=O)=O)NC([C@@H](NC(CCCCCCCNC(OC(C)(C)C)=O)=O)CC1=CC=CC=C1)=O tert-butyl ((9S,12S)-9,12-dibenzyl-3,8,11,14-tetraoxo-1-phenyl-2-oxa-4,7,10,13-tetraazahenicosan-21-yl)carbamate